3'-[(2-cyanoethyl)amino]-6-(4-methyl-1,2,4-triazol-3-yl)-5'-[1-oxo-4-(trifluoromethyl)-3H-isoindol-2-yl]-[1,1'-biphenyl]-3-carbonitrile C(#N)CCNC=1C=C(C=C(C1)N1C(C2=CC=CC(=C2C1)C(F)(F)F)=O)C1=CC(=CC=C1C1=NN=CN1C)C#N